2-(CYANOMETHYLTHIO)ACETIC ACID C(#N)CSCC(=O)O